6-[3-(2-fluoro-3-pyridyl)-7,8-dihydro-5H-1,6-naphthyridin-6-yl]-4,5-dimethyl-pyridazine-3-carbonitrile FC1=NC=CC=C1C=1C=NC=2CCN(CC2C1)C1=C(C(=C(N=N1)C#N)C)C